C1(C(NNNNCCCCCCC1)(CC(=O)O)CC(=O)O)(CC(=O)O)CC(=O)O tetraazacyclotridecanetetraacetic acid